COC1=CC=C(C=C1)C(OC[C@]1(O[C@H](CNC1)N1C(NC(C(=C1)C)=O)=O)CO)(C1=CC=CC=C1)C1=CC=C(C=C1)OC 1-[(2R,6R)-6-[[bis(4-methoxyphenyl)-phenyl-methoxy]methyl]-6-(hydroxymethyl)-morpholin-2-yl]-5-methyl-pyrimidine-2,4-dione